Cl.CC(C)C1=CC(=NC=C1)N1CCNCC1 1-[4-(prop-2-yl)pyridin-2-yl]piperazine hydrochloride